FC=1C=C(C=CC1C)[C@]1(CN(CC1)C(=O)NC1=CC(=NC=C1C(=O)NC)C)C1=NC=NS1 |o1:8| (R or S)-4-(3-(3-fluoro-4-methylphenyl)-3-(1,2,4-thiadiazol-5-yl)pyrrolidine-1-carboxamido)-N,6-dimethylnicotinamide